(S)-3-(((6-(2-methyl-4-propoxyphenyl)-1,2,3,4-tetrahydroisoquinolin-1-yl)methyl)amino)isonicotinic acid CC1=C(C=CC(=C1)OCCC)C=1C=C2CCN[C@@H](C2=CC1)CNC1=C(C(=O)O)C=CN=C1